tert-butyl 6-(p-toluenesulfonyl)-2,6-diazaspiro[3.3]heptane-2-carboxylate CC1=CC=C(C=C1)S(=O)(=O)N1CC2(CN(C2)C(=O)OC(C)(C)C)C1